C1(CC1)C=1N=CN(C1)C1=CC(=CC2=C1C=C(O2)C(=O)OCC)F ethyl 4-(4-cyclopropyl-1H-imidazol-1-yl)-6-fluorobenzofuran-2-carboxylate